BrC1=C(N=C2N(C1=O)N(C=C2C)C)C(F)(F)F 6-bromo-1,3-dimethyl-5-(trifluoromethyl)-pyrazolo[1,5-a]pyrimidin-7-one